FC1=CC2=C(N=CS2)C=C1NC1=C2C(=NC=C1)SC(=C2)C2C(NCCCC2)C 6-fluoro-N-(2-(2-methylazepan-3-yl)thieno[2,3-b]pyridin-4-yl)benzo[d]thiazol-5-amine